FC1(CCC(CC1)NCCC[C@@H]1[C@@H](CC1)OC1=C(C=CC(=C1)C)S(=O)(=O)N1[C@@H](CCC1)C(=O)OC(C)(C)C)F |o1:11,12| tert-butyl ((2-((1R*,2S*)-2-(3-((4,4-difluorocyclohexyl)amino)propyl)cyclobutoxy)-4-methylphenyl)sulfonyl)-L-prolinate